benzyl-N-{(2S)-2-amino-4-[{(1R)-1-[1-benzyl-4-(2,5-difluorophenyl)-1H-pyrrol-2-yl]-2,2-dimethylpropyl}(glycoloyl)amino]butanoyl}-3-{[(benzyloxy)carbonyl]amino}-D-alaninate C(C1=CC=CC=C1)OC([C@H](NC([C@H](CCN(C(CO)=O)[C@H](C(C)(C)C)C=1N(C=C(C1)C1=C(C=CC(=C1)F)F)CC1=CC=CC=C1)N)=O)CNC(=O)OCC1=CC=CC=C1)=O